(2-((((3S,4R)-4-azidotetrahydro-2H-thiopyran-3-yl)oxy)methoxy)ethyl)trimethylsilane N(=[N+]=[N-])[C@H]1[C@@H](CSCC1)OCOCC[Si](C)(C)C